(6-((2-((2-methoxy-5-(1-methyl-1H-pyrazol-4-yl)-4-(2-oxa-6-azaspiro[3.3]heptan-6-yl)phenyl)amino)-7H-pyrrolo[2,3-d]pyrimidin-4-yl)amino)quinoxalin-5-yl)dimethylphosphine oxide COC1=C(C=C(C(=C1)N1CC2(COC2)C1)C=1C=NN(C1)C)NC=1N=C(C2=C(N1)NC=C2)NC=2C(=C1N=CC=NC1=CC2)P(C)(C)=O